7-{2-(5-fluoro-2-pyridyl)-5-[p-(trifluoromethyl)phenyl]-1,3-oxazol-4-yl}-1,7-diaza-8(7H)-naphthalenone FC=1C=CC(=NC1)C=1OC(=C(N1)N1C=CC=2C=CC=NC2C1=O)C1=CC=C(C=C1)C(F)(F)F